trimethylbenzenediol CC1=C(C(=C(C(=C1)O)O)C)C